C(C)(=O)N1CCN(CC1)C1=C(C=C(C(=C1)OC)NC1=NC=NC(=C1)N1OCC[C@@H]1C1=CC(=C(C=C1)F)Cl)NC(C=C)=O N-(2-(4-acetylpiperazine-1-yl)-5-((6-((R)-3-(3-chloro-4-fluorophenyl)isoxazolidine-2-yl)pyrimidine-4-yl)amino)-4-methoxy-phenyl)acrylamide